FC=1C=C2C(=C(/C(/C2=CC1)=C/C1=CC=C(C=C1)OC1=CC=C(C=C1)F)C)CC(=O)O 2-[(1Z)-5-fluoro-1-{[4-(4-fluorophenoxy)phenyl]methylene}-2-methyl-1H-inden-3-yl]acetic acid